tert-butyl (S)-4-(6-chloro-7-(2-hydroxy-3-methoxyphenyl)-1-(2-isopropyl-4-methylpyridin-3-yl)-2-oxo-1,2-dihydropyrido[2,3-d]pyrimidin-4-yl)-3-methylpiperazine-1-carboxylate ClC1=CC2=C(N(C(N=C2N2[C@H](CN(CC2)C(=O)OC(C)(C)C)C)=O)C=2C(=NC=CC2C)C(C)C)N=C1C1=C(C(=CC=C1)OC)O